O[C@H](CC(=O)O)CCCCC (S)-3-hydroxy-octanoic acid